1,3-bis(t-butoxycarbonyl)thiourea C(C)(C)(C)OC(=O)NC(=S)NC(=O)OC(C)(C)C